oxo-3-azabicyclo[3.1.0]hexan O=C1C2CC2CN1